OC(C(=O)O)S(=O)[O-] 2-hydroxy-2-sulfinatoacetic acid